(S)-3-(isoquinolin-4-yl)-2-oxo-1-(1-(2,2,2-trifluoroethyl)azetidin-3-yl)imidazolidine-4-carbonitrile C1=NC=C(C2=CC=CC=C12)N1C(N(C[C@H]1C#N)C1CN(C1)CC(F)(F)F)=O